(S)-4-((2-cyano-4-fluorophenyl)thio)-6-(5-methyl-1-(1,2,2-trimethylpiperidin-4-yl)-1H-pyrazol-4-yl)pyrazolo[1,5-a]pyridine-3-carbonitrile C(#N)C1=C(C=CC(=C1)F)SC=1C=2N(C=C(C1)C=1C=NN(C1C)[C@@H]1CC(N(CC1)C)(C)C)N=CC2C#N